ClC=1C=C(C=C(C1)F)B(O)O 3-CHLORO-5-FLUOROPHENYLBORONIC ACID